5-SULFANYLFURAN-2-CARBOXYLIC ACID SC1=CC=C(O1)C(=O)O